(R)-4-(4-(4-(1-(sec-butyl)-1H-pyrazol-4-yl)pyrazolo[1,5-a]pyrazin-6-yl)-1H-pyrazol-1-yl)tetrahydro-2H-thiopyran 1,1-dioxide [C@@H](C)(CC)N1N=CC(=C1)C=1C=2N(C=C(N1)C=1C=NN(C1)C1CCS(CC1)(=O)=O)N=CC2